COC1=CC=C(COC=2C=3N(C=C(C2)N2CCCC2)N=CC3C#N)C=C1 4-(4-Methoxybenzyloxy)-6-(pyrrolidin-1-yl)pyrazolo[1,5-a]pyridine-3-carbonitrile